C1=CC=CC=2C3=CC=CC=C3C(C12)COC(N[C@H](C(NCCCC[C@H](NC(N[C@@H](CCC(=O)OC(C)(C)C)C(=O)OC(C)(C)C)=O)C(=O)OC(C)(C)C)=O)CC1=CC2=CC=CC=C2C=C1)=O tri-tert-butyl (5S,12S,16S)-1-(9H-fluoren-9-yl)-5-[(naphthalen-2-yl)methyl]-3,6,14-trioxo-2-oxa-4,7,13,15-tetraazaoctadecane-12,16,18-tricarboxylate